O1C(=NC2=C1C=CC=C2)C(=O)C2=CC=C(C=C2)OC benzo[d]oxazol-2-yl-(4-methoxyphenyl)methanone